7-(3-(1-azetidinyl)-1-piperidinyl)-5-(4-chloro-2-fluorophenyl)-2,3-dimethylpyrido[4,3-d]pyrimidin-4(3H)-one N1(CCC1)C1CN(CCC1)C1=CC=2N=C(N(C(C2C(=N1)C1=C(C=C(C=C1)Cl)F)=O)C)C